FC1=CC(=C(C=C1)C(=O)N1[C@H]2C(CC(C1)CC2)NC2=NC=C(N=C2)C(F)(F)F)C2=NC=CC=N2 |r| (R/S)-(4-fluoro-2-(pyrimidin-2-yl)phenyl)(6-((5-(trifluoromethyl)pyrazin-2-yl)amino)-2-azabicyclo[2.2.2]octan-2-yl)methanone